ethoxyethoxyethyl acrylate (2-(2-ethoxyethoxy) ETHYL ACRYLATE) C(C)OCCOCCC(C(=O)O)=C.C(C=C)(=O)OCCOCCOCC